F[C@@H]1C[C@H](N(C1)S(=O)(=O)N1CCCCC1)C1=NC(=NO1)CCCC1=CC=CC=C1 5-((2S,4R)-4-fluoro-1-(piperidin-1-ylsulfonyl)pyrrolidin-2-yl)-3-(3-phenylpropyl)-1,2,4-oxadiazole